ClC=1C=C2C=C(NC2=CC1C1=NC=C(N=C1)OC)CNC(=O)C=1N=COC1 N-{[5-chloro-6-(5-methoxy-2-pyrazinyl)-2-indolyl]methyl}-1,3-oxazole-4-carboxamide